3-Dichloroacetyl-1-oxa-3-aza-spiro[4.5]decane ClC(C(=O)N1COC2(C1)CCCCC2)Cl